6-trifluoromethyl-imidazo[4,5-b]Pyridine FC(C=1C=C2C(=NC1)N=CN2)(F)F